Cl.COC1=CC(=CC2=CN(N=C12)C)C=1C=CC(=C(C1)O)C=1N=NC(=CC1)C1CN(C1)C1CCOCC1 5-(7-methoxy-2-methyl-2H-indazol-5-yl)-2-(6-(1-(tetrahydro-2H-pyran-4-yl)azetidin-3-yl)pyridazin-3-yl)phenol hydrochloride